(S)-6-(4-chlorophenyl)-N-(1-(3-cyano-4-fluorophenyl)ethyl)-2-(1-methyl-1H-pyrazol-4-yl)pyrimidine-4-carboxamide 2-(2,6-dichloropyridin-4-yl)-5-methoxybenzoate ClC1=NC(=CC(=C1)C1=C(C(=O)O)C=C(C=C1)OC)Cl.ClC1=CC=C(C=C1)C1=CC(=NC(=N1)C=1C=NN(C1)C)C(=O)N[C@@H](C)C1=CC(=C(C=C1)F)C#N